carbene-oxide C=O